2-(5-Bromo-pyridin-3-yl)-pentanoic Acid (5-bromo-pyridin-2-yl)-amide BrC=1C=CC(=NC1)NC(C(CCC)C=1C=NC=C(C1)Br)=O